FC1(CCC(CC1)CC=1C=CC2=C(C(=C(O2)C)C(=O)NC(CO)(COC)C)C1)F 5-((4,4-difluorocyclohexyl)methyl)-N-(1-hydroxy-3-methoxy-2-methylpropan-2-yl)-2-methylbenzofuran-3-carboxamide